tri-tert-butyl (3R,10S,14S)-3-[(4-methoxy-2-naphthyl)methyl]-1-{trans-4-[2-(methylamino)ethyl]cyclohexyl}-1,4,12-trioxo-2,5,11,13-tetraazahexadecane-10,14,16-tricarboxylate COC1=CC(=CC2=CC=CC=C12)C[C@@H](NC(=O)[C@@H]1CC[C@H](CC1)CCNC)C(NCCCC[C@H](NC(N[C@@H](CCC(=O)OC(C)(C)C)C(=O)OC(C)(C)C)=O)C(=O)OC(C)(C)C)=O